[Mn].[Ag] silver-manganese